tert-butyl (2S,4R)-4-hydroxy-2-[[4-(4-methylthiazol-5-yl)phenyl]methylcarbamoyl]-pyrrolidine-1-carboxylate O[C@@H]1C[C@H](N(C1)C(=O)OC(C)(C)C)C(NCC1=CC=C(C=C1)C1=C(N=CS1)C)=O